sodium 1,4-bis(2-ethylhexoxy)-1,4-dioxobutane-2-sulfonate C(C)C(COC(C(CC(=O)OCC(CCCC)CC)S(=O)(=O)[O-])=O)CCCC.[Na+]